BrC1=CC=C(C=C1)CN1C=NC=C1 1-[(4-bromophenyl)methyl]imidazole